NC1=NC=NN2C1=C(C=C2C=2C=C(C(=NC2)OC)C(=O)NC2CN(CC2F)CC2=CC(=NO2)Br)C(F)(F)F 5-[4-amino-5-(trifluoromethyl)pyrrolo[2,1-f][1,2,4]triazin-7-yl]-N-{1-[(3-bromo-1,2-oxazol-5-yl)methyl]-4-fluoropyrrolidin-3-yl}-2-methoxypyridine-3-carboxamide